N1=C(C=CC=2CCCNC12)CCCNC(=O)N1CC2CCC(C1)N2CC(=O)O 2-(3-((3-(5,6,7,8-tetrahydro-1,8-naphthyridin-2-yl)propyl)carbamoyl)-3,8-diazabicyclo[3.2.1]octane-8-yl)acetic acid